(±)-tert-Butyl (1R,2R)-1-(6-bromopyridin-2-yl)-2-hydroxy-2-phenylethylcarbamate BrC1=CC=CC(=N1)[C@H]([C@@H](C1=CC=CC=C1)O)NC(OC(C)(C)C)=O |r|